N-(2-((1S,4S)-2-oxa-5-azabicyclo[2.2.1]heptan-5-yl)-4-methoxy-5-((6-((R)-3-(3-phenoxyphenyl)isoxazolidin-2-yl)pyrimidin-4-yl)amino)phenyl)acrylamide [C@@H]12OC[C@@H](N(C1)C1=C(C=C(C(=C1)OC)NC1=NC=NC(=C1)N1OCC[C@@H]1C1=CC(=CC=C1)OC1=CC=CC=C1)NC(C=C)=O)C2